C(C1=CC=CC=C1)N1CC(C(CC1)N)COC1CCC(CC1)C1=CC(=CC=C1)F 1-benzyl-3-((((1s,4s)-4-(3-fluorophenyl)cyclohexyl)oxy)methyl)piperidin-4-amine